3a-(3,4-dimethoxyphenyl)-1-methyl-6-methylene-2,3,3a,6,7,7a-hexahydro-1H-indole COC=1C=C(C=CC1OC)C12CCN(C2CC(C=C1)=C)C